2,3'-dibromo-4-iodo-1,1'-biphenyl BrC1=C(C=CC(=C1)I)C1=CC(=CC=C1)Br